4-isopropyl-3-methyl-1H-1,2,4-triazol-5(4H)-one C(C)(C)N1C(=NNC1=O)C